N-(tetrahydrofuran-3-yl)-4-(4-((trans-4-((5-(trifluoromethyl)pyridin-2-yl)amino)cyclohexyl)sulfonyl)phenyl)pyridin-2-amine O1CC(CC1)NC1=NC=CC(=C1)C1=CC=C(C=C1)S(=O)(=O)[C@@H]1CC[C@H](CC1)NC1=NC=C(C=C1)C(F)(F)F